3-O-octadecyl-2-O-benzyl-sn-glycero-1-phosphate C(CCCCCCCCCCCCCCCCC)OC[C@@H](COP(=O)(O)O)OCC1=CC=CC=C1